C(C)(CC)N1N=CC=2N=C(N=C(C21)N[C@@H](C=2C=NC1=CC=CC=C1C2)C2CC2)N2CCN(CC2)C(=O)N 4-{1-sec-butyl-7-[((R)-cyclopropyl-quinolin-3-yl-methyl)-amino]-1H-pyrazolo[4,3-d]pyrimidin-5-yl}-piperazine-1-carboxylic acid amide